2,4-dihydroxybenzoic acid-N-(4-hydroxy-3-methoxybenzyl)amide mono-sodium salt [Na].OC1=C(C=C(CNC(C2=C(C=C(C=C2)O)O)=O)C=C1)OC